C1(CC1)C=1N=NN(C1CO[C@H]1[C@@H]2CN([C@H](C1)C2)C2=CC=C(C(=O)O)C=C2)C2=C(C=CC=C2Cl)Cl 4-[(1S,4S,5R)-5-{[4-cyclopropyl-1-(2,6-dichlorophenyl)-1H-1,2,3-triazol-5-yl]methoxy}-2-azabicyclo[2.2.1]heptan-2-yl]benzoic acid